CC1=CC=C(C=C1)S(=O)(=O)O.CN(C1=CC=C(C=CCC2=CC=CC3=C2N=CS3)C=C1)C 4-(4-dimethylaminostyryl)methylbenzothiazole para-toluenesulfonate